1-(5-bromo-1,3-benzothiazol-2-yl)-N,N,2-trimethyl-propan-2-amine BrC=1C=CC2=C(N=C(S2)CC(C)(N(C)C)C)C1